OCC(CO)(CO)NC(CCCCCCCCCCCCCCC)=O N-(1,3-dihydroxy-2-(hydroxymethyl)propan-2-yl)palmitamide